Cl.FC=1C=C(C=CC1N1C(=NC=C1)C)[C@@H](C)N (R)-1-(3-fluoro-4-(2-methyl-1H-imidazol-1-yl)phenyl)ethan-1-amine hydrochloride